2-((4-Amino-3-(4-hydroxyphenyl)-1H-pyrazolo[3,4-d]pyrimidin-1-yl)methyl)-3-(3-chlorobenzyl)-5-ethynyl-quinazolin-4(3H)-one NC1=C2C(=NC=N1)N(N=C2C2=CC=C(C=C2)O)CC2=NC1=CC=CC(=C1C(N2CC2=CC(=CC=C2)Cl)=O)C#C